trans-5-(4-hydroxycyclohexyl)-8-((4-methylpiperazin-1-yl)methyl)-3-(((S)-pentan-2-yl)amino)pyrimido[4,5-c]isoquinolin-6(5H)-one O[C@@H]1CC[C@H](CC1)N1C(C=2C=C(C=CC2C2=C1N=C(N=C2)N[C@@H](C)CCC)CN2CCN(CC2)C)=O